N=1N=CN2C=NC(=CC21)OC2=C(C=C(C=C2)NC2=NC=NC1=CC=C(C=C21)C2=CC(=NN2)N)C N-(4-([1,2,4]triazolo[4,3-c]pyrimidin-7-yloxy)-3-methylphenyl)-6-(3-amino-1H-pyrazol-5-yl)quinazolin-4-amine